3,3'-(((((2-(3-(2-carboxy-2-(pyrrolidin-3-yl)ethyl)phenyl)acetyl)azanediyl)bis(ethane-2,1-diyl))bis(sulfanediyl))bis(3,1-phenylene))bis(2-(pyrrolidin-3-yl)propanoic acid) C(=O)(O)C(CC=1C=C(C=CC1)CC(=O)N(CCSC=1C=C(C=CC1)CC(C(=O)O)C1CNCC1)CCSC=1C=C(C=CC1)CC(C(=O)O)C1CNCC1)C1CNCC1